COC=1C=C2C(NC(=NC2=CC1)C1=CC=CC=C1)=O 6-methoxy-2-phenylquinazolin-4(3H)-one